OC(CCC(=O)NC=1C=C2C=C(C(=NC2=CC1)C)C1=CC=CC=C1)CC 4-hydroxy-N-(2-methyl-3-phenylquinolin-6-yl)hexanamide